Methylcyclohexylchloride CC1(CCCCC1)Cl